FC[C@@](C)(F)C1=NC(=CC(=N1)NC1=CC(=NC=C1OCCOC)NC(C)=O)C (S)-N-(4-((2-(1,2-difluoropropan-2-yl)-6-methylpyrimidin-4-yl)amino)-5-(2-methoxyethoxy)pyridin-2-yl)acetamide